N1(CCCC1)CCCCSC=1NC2=CC=CC=C2CN1 2-((4-(pyrrolidin-1-yl)butyl)thio)-1,4-dihydroquinazoline